N-butyl-itaconimide C(CCC)N1C(C(=C)CC1=O)=O